Cl.ClC=1C=C2C3=C(NC2=C(C1)C1=CC=C(C=C1)OC1=CC=CC=C1)C(=NC=C3)C 6-chloro-1-methyl-8-(4-phenoxy-phenyl)-9H-pyrido[3,4-b]indole hydrochloride